5-[(3-aminoazetidin-1-yl)methyl]-N-(5-fluoro-1-methyl-1H-1,3-benzodiazol-2-yl)-1,3-benzoxazol-2-amine NC1CN(C1)CC=1C=CC2=C(N=C(O2)NC2=NC3=C(N2C)C=CC(=C3)F)C1